FN(C1=CC=C(C=C1)N1CCC(CC1)C(F)(F)F)F difluoro-4-(4-(trifluoromethyl)piperidin-1-yl)aniline